L-tryptophanyl-hydantoin N[C@@H](CC1=CNC2=CC=CC=C12)C(=O)N1C(=O)NC(=O)C1